NC1=C(C(=NN1)C1=CN=NC=C1)OCC1CN(CCO1)C(=O)OC(C)(C)C tert-Butyl 2-(((5-amino-3-(pyridazin-4-yl)-1H-pyrazol-4-yl)oxy)methyl)morpholine-4-carboxylate